N=1C=NN2C1C=C(C=C2)OC2=C(C=C(C=C2)NC=2C1=C(N=CN2)C=CC(=N1)N1C(/C(/CC1)=C/[C@H](C)N(C)C)=O)C (S,E)-1-(4-((4-([1,2,4]triazolo[1,5-a]pyridin-7-yloxy)-3-methylphenyl)amino)pyrido[3,2-d]pyrimidin-6-yl)-3-(2-(dimethylamino)propylidene)pyrrolidin-2-one